NC=1C2=C(N=CN1)N(C=C2C2=CC=C(C=1N2C=CN1)NC(=O)NC1=CC(=C(C=C1)OC1CCN(CC1)C)C(F)(F)F)C1CC1 1-(5-(4-amino-7-cyclopropyl-7H-pyrrolo[2,3-d]pyrimidin-5-yl)imidazo[1,2-a]pyridin-8-yl)-3-(4-((1-methylpiperidin-4-yl)oxy)-3-(trifluorometh-yl)phenyl)urea